methyl N-[4-carbamoyl-1-[4-(cyanomethyl)-1-[[6-(cyclohexen-1-yl)-2-fluoro-3-pyridyl]methyl]-3-fluoro-4-piperidyl]pyrazol-3-yl]carbamate C(N)(=O)C=1C(=NN(C1)C1(C(CN(CC1)CC=1C(=NC(=CC1)C1=CCCCC1)F)F)CC#N)NC(OC)=O